COCCNC(=O)C1=CC2=C(N(C(=N2)NC=2SC3=C(N2)C=CC(=C3)S(=O)(=O)C)C)C=C1 2-(6-Methanesulfonyl-benzothiazol-2-ylamino)-1-methyl-1H-benzimidazole-5-carboxylic acid (2-methoxy-ethyl)-amide